OCC1=CC=C(S1)C=1C=C2N(N=CC3=C2N(N=C3NC=3C(=NC=C(C(=O)NCCN2[C@H](CCC2)C)C3)C)C)C1 (S)-5-((8-(5-(hydroxymethyl)thiophen-2-yl)-1-methyl-1H-pyrazolo[3,4-d]pyrrolo[1,2-b]pyridazin-3-yl)amino)-6-methyl-N-(2-(2-methylpyrrolidin-1-yl)ethyl)nicotinamide